C1(=CC=CC2=CC=CC=C12)N(C1=CC=C(C=C1)C1=CC=C(N(C2=CC=CC=C2)C2=CC=CC3=CC=CC=C23)C=C1)C1=CC=CC=C1 N,N'-di(naphthalen-1-yl)-N,N'-diphenyl-4,4'-benzidine